C1(CC1)C=1N=NN(C1)[C@H](C(=O)N1[C@@H](C[C@H](C1)O)C(=O)NC[C@@H]1[C@H](N(C(C1)=O)C)C=1C=NN(C1C)C)C(C)(C)C (2S,4r)-1-[(2S)-2-(4-cyclopropyl-triazol-1-yl)-3,3-dimethyl-butyryl]-N-[[(2S,3r)-2-(1,5-dimethylpyrazol-4-yl)-1-methyl-5-oxo-pyrrolidin-3-yl]methyl]-4-hydroxy-pyrrolidine-2-carboxamide